BrC1=CC=C(C=C1)C=1N=C(SC1)C=1C(OC2=CC(=C(C=C2C1)CCCCCC)O)=O 3-[4-(4-Bromo-phenyl)-thiazol-2-yl]-6-hex-yl-7-hydroxy-chromen-2-one